OCCCNC(CCCC=1N=C(N(C1)C1=CC=CC=C1)C1=C(C(=O)N)C=CC=C1C=1C=NN(C1)C)=O (4-(4-((3-hydroxypropyl)amino)-4-oxobutyl)-1-phenyl-1H-imidazol-2-yl)-3-(1-methyl-1H-pyrazol-4-yl)benzamide